CC1=CC(=CC2=C1NC=N2)N2C(OC[C@@H]2C2=CC=C(C=C2)OCCC)=O (S)-3-(7-Methyl-1H-benzo[d]imidazol-5-yl)-4-(4-propoxyphenyl)oxazolidin-2-on